N-(1-(2-(cyclopropanecarboxamido)pyridin-4-yl)-1H-indol-4-yl)-1H-pyrazole C1(CC1)C(=O)NC1=NC=CC(=C1)N1C=CC2=C(C=CC=C12)N1N=CC=C1